ethyl 2-(((2-cyanophenyl) (phenyl) methyl) (methyl) amino)-5-methoxy-1-methyl-6-oxo-1,6-dihydropyrimidine-4-carboxylate C(#N)C1=C(C=CC=C1)C(C1=CC=CC=C1)N(C=1N(C(C(=C(N1)C(=O)OCC)OC)=O)C)C